C(C)(C)(C)OC(=O)N1C2C(C(CC1CC2)=CC(=O)O)=O 2-((±)-8-(tert-butoxycarbonyl)-2-oxo-8-azabicyclo[3.2.1]octan-3-ylidene)acetic acid